ClC1=CC(=C(C=C1)S(=O)(=O)N[C@H](C(=O)OC(C)(C)C)C(C)C1=C(C(=CC=C1F)C)C)NC([2H])([2H])[2H] tert-butyl (2S)-2-((4-chloro-2-((methyl-d3)amino)phenyl)sulfonamido)-3-(6-fluoro-2,3-dimethylphenyl)butanoate